CN(C1=NC=2N(C3=CC=CC=C13)C=NN2)C N,N-dimethyl-[1,2,4]triazolo[4,3-a]quinazolin-5-amine